9,9-bis(4-hydroxyphenyl)-1,8-dinaphthyl-fluorene OC1=CC=C(C=C1)C1(C2=C(C=CC=C2C=2C=CC=C(C12)C1=CC=CC2=CC=CC=C12)C1=CC=CC2=CC=CC=C12)C1=CC=C(C=C1)O